C(C)(=O)N1CC=2N(CC1)N=C(C2)NC2=CC(=CN(C2=O)C)C2=C(C(=NC=C2)N2C(C=1N(C=3CCCCC3C1F)CC2)=O)CO 2-[4-[5-[(5-acetyl-6,7-dihydro-4H-pyrazolo[1,5-a]pyrazin-2-yl)amino]-1-methyl-6-oxo-3-pyridyl]-3-(hydroxymethyl)-2-pyridyl]-10-fluoro-3,4,6,7,8,9-hexahydropyrazino[1,2-a]indol-1-one